(R)-3-(fluoromethyl)-4-(pyridazin-3-ylmethyl)piperazine-1-carboxylic acid tert-butyl ester C(C)(C)(C)OC(=O)N1C[C@@H](N(CC1)CC=1N=NC=CC1)CF